2-(3-(trifluoromethyl)phenyl)cyclohexan-1-one FC(C=1C=C(C=CC1)C1C(CCCC1)=O)(F)F